OC1=CC(OC2=C1C=CC=C2)=O 4-hydroxy-2H-benzopyran-2-one